2,2'-(1,3-phenylene)diacetic acid C1(=CC(=CC=C1)CC(=O)O)CC(=O)O